2-(2-(difluoromethoxy)-7-methylquinoxalin-5-yl)-4,5,6,7-tetrahydrobenzo[d]thiazole FC(OC1=NC2=CC(=CC(=C2N=C1)C=1SC2=C(N1)CCCC2)C)F